tert-butyl 4-(allyloxycarbamoyl)-4-methyl-piperidine-1-carboxylate C(C=C)ONC(=O)C1(CCN(CC1)C(=O)OC(C)(C)C)C